2-bromo-6-azabenzothiophene BrC=1SC2=C(C1)C=CN=C2